2-(8-((2s,5r)-2,5-diethyl-4-(1-(6-isopropoxypyridin-3-yl)ethyl)piperazin-1-yl)-5-methyl-6-oxo-5,6-dihydroimidazo[1,2-b]pyridazin-2-yl)acetonitrile C(C)[C@@H]1N(C[C@H](N(C1)C(C)C=1C=NC(=CC1)OC(C)C)CC)C=1C=2N(N(C(C1)=O)C)C=C(N2)CC#N